C(C=C)OC1=CC=C(C=C1)C1=NC2=CC(=CC(=C2C(C1OCC=C)=O)OCC=C)OCC=C 2-(4-(2-propen-1-yloxy)phenyl)-3,5,7-tri-(2-propen-1-yloxy)-quinolin-4-one